3-hydroxy-1,3,5-hexatriene OC(C=C)=CC=C